The molecule is a flavonoid oxoanion obtained by deprotonation of the 5-hydroxy group of luteolin 7-O-beta-D-glucoside. It is the major microspecies at pH 7.3 (according to Marvin v 6.2.0.). It is a conjugate base of a luteolin 7-O-beta-D-glucoside. C1=CC(=C(C=C1C2=CC(=O)C3=C(C=C(C=C3O2)O[C@H]4[C@@H]([C@H]([C@@H]([C@H](O4)CO)O)O)O)O)O)[O-]